(E)-1-([1,1'-biphenyl]-4-ylsulfonyl)-4,4-dimethyl-2-styrylazepane C1(=CC=C(C=C1)S(=O)(=O)N1C(CC(CCC1)(C)C)\C=C\C1=CC=CC=C1)C1=CC=CC=C1